(S)-4-(2-((tert-Butoxycarbonyl)amino)-3-(pyridin-3-yl)propanamido)benzoic acid tert-butyl ester C(C)(C)(C)OC(C1=CC=C(C=C1)NC([C@H](CC=1C=NC=CC1)NC(=O)OC(C)(C)C)=O)=O